4-(4-((2-(3-((2-methoxy-4-(methylsulfonyl)phenyl)amino)prop-1-yn-1-yl)-1-(2,2,2-trifluoroethyl)-1H-indol-4-yl)amino)piperidin-1-yl)butanenitrile COC1=C(C=CC(=C1)S(=O)(=O)C)NCC#CC=1N(C2=CC=CC(=C2C1)NC1CCN(CC1)CCCC#N)CC(F)(F)F